(1R,2S)-5'-methoxy-2-{3-[2-methoxy-5-(1-methyl-1H-pyrazol-4-yl)anilino]-1H-indazol-6-yl}spiro[cyclopropane-1,3'-indol]-2'(1'H)-one COC=1C=C2[C@]3(C(NC2=CC1)=O)[C@@H](C3)C3=CC=C1C(=NNC1=C3)NC3=C(C=CC(=C3)C=3C=NN(C3)C)OC